9-(4-(5-bromopyridin-2-yl)piperazin-1-yl)-6,7-dimethoxynaphtho[2,3]furan BrC=1C=CC(=NC1)N1CCN(CC1)C1=C2C=C(C(=CC2=CC=2C=COC21)OC)OC